ClC=1C=C(CNC(CCC2=NC=3C(=NC=CC3)N2CC2=CC=C(C=C2)OC)=O)C=CC1 N-(3-Chloro-benzyl)-3-[3-(4-methoxy-benzyl)-3H-imidazo[4,5-b]pyridin-2-yl]-propionamide